FC(OCC1N(CC(C1)(C1=CC=C(C=C1)C(F)(F)F)O)C1=CC=C(C(=O)O)C=C1)F 4-(2-((difluoromethoxy)methyl)-4-hydroxy-4-(4-(trifluoromethyl)phenyl)pyrrolidin-1-yl)benzoic acid